1'-(4-chloro-3-fluorophenyl)-1',2'-dihydrospiro[cyclopentane-1,3'-pyrrolo[3,2-b]pyridine]-5'-carboxylic acid ClC1=C(C=C(C=C1)N1CC2(C3=NC(=CC=C31)C(=O)O)CCCC2)F